FC=1C(=NC=C(C1I)F)C#N 3,5-difluoro-4-iodopyridinenitrile